N,N'-bis(4-nitro-2-chlorophenyl)terephthalamide [N+](=O)([O-])C1=CC(=C(C=C1)NC(C1=CC=C(C(=O)NC2=C(C=C(C=C2)[N+](=O)[O-])Cl)C=C1)=O)Cl